4-oxothiazole O=C1N=CSC1